ClCCN1CCN(CC1)C1=NOC2=C1C=CC=C2 3-[4-(2-Chloroethyl)piperazin-1-yl]-1,2-benzisoxazole